C1(CCC1)N1CCN(CC1)C1CCN(CC1)C1=C(C=C(C(=C1)OC)NC1=NC=NC(=C1)N1OCC[C@@H]1C1=CC(=C(C=C1)F)F)NC(C=C)=O N-(2-(4-(4-cyclobutylpiperazine-1-yl)piperidine-1-yl)-5-((6-((R)-3-(3,4-difluorophenyl)isoxazolidine-2-yl)pyrimidine-4-yl)amino)-4-methoxyphenyl)acrylamide